OC(C)(C)C=1SC(=CN1)[S@](=O)(N)=NC(NC1=C2C(=CC=3CCCC13)CC2)=O (S)-2-(2-hydroxypropan-2-yl)-N'-((2,4,5,6-tetrahydro-1H-cyclobuta[f]inden-3-yl)carbamoyl)thiazole-5-sulfonimidamide